1-(3-tert-butyl-1-(1,2,3,4-tetrahydroisoquinolin-6-yl)-1H-pyrazol-5-yl)-3-(4-methyl-3-(pyridin-3-yloxy)phenyl)urea C(C)(C)(C)C1=NN(C(=C1)NC(=O)NC1=CC(=C(C=C1)C)OC=1C=NC=CC1)C=1C=C2CCNCC2=CC1